4,5,6,7-tetrahydrothiazolo[4,5-c]pyridin-7-amine S1C=NC=2CNCC(C21)N